FC(OC1=C(C=CC=C1)C=1N=NN(C1)[C@H](C(=O)N1[C@@H](C[C@H](C1)O)C(=O)NC)C(C)(C)C)F (2S,4r)-1-[(2S)-2-[4-[2-(difluoromethoxy)phenyl]triazol-1-yl]-3,3-dimethyl-butyryl]-4-hydroxy-N-methyl-pyrrolidine-2-carboxamide